(R)-8-(4-fluoro-1H-indole-2-carbonyl)-N-((R)-4-fluoro-3-oxo-1-((S)-2-oxopyrrolidin-3-yl)butan-2-yl)-5-oxa-8-azaspiro[3.5]nonane-9-carboxamide FC1=C2C=C(NC2=CC=C1)C(=O)N1CCOC2(CCC2)[C@@H]1C(=O)N[C@H](C[C@H]1C(NCC1)=O)C(CF)=O